2-(3-(4-((7H-pyrrolo[2,3-d]pyrimidine-4-yl)amino)-1H-pyrazol-1-yl)-1-benzoyl-azetidin-3-yl)acetonitrile N1=CN=C(C2=C1NC=C2)NC=2C=NN(C2)C2(CN(C2)C(C2=CC=CC=C2)=O)CC#N